BrC1=CC(=C(OCC(=O)O)C=C1)C=C1C(N(C(S1)=S)CC=1C=NC=CC1)=O 2-[4-Bromo-2-[[4-oxo-3-(3-pyridinylmethyl)-2-thioxo-5-thiazolidinylidene]methyl]phenoxy]acetic acid